BrC1=CC=C(C=C1)C=1C=NN(C1O)C1=NC=C(C(=O)O)C=C1 6-(4-(4-Bromophenyl)-5-hydroxy-1H-pyrazol-1-yl)nicotinic acid